N-(3-Chloro-4-fluorophenyl)-4-(5-hydroxy-5-(3-hydroxy-1-methyl-1H-pyrazol-5-yl)octahydropentalen-2-yl)-1-methyl-1H-imidazole-5-carboxamide ClC=1C=C(C=CC1F)NC(=O)C1=C(N=CN1C)C1CC2CC(CC2C1)(C1=CC(=NN1C)O)O